diaminodinitroplatinum N[Pt]([N+](=O)[O-])([N+](=O)[O-])N